4-[5-(2-methoxy-1-methyl-vinyl)-3-pyridyl]isoxazole COC=C(C)C=1C=C(C=NC1)C=1C=NOC1